3-(Tert-Butoxycarbonylhydrazono)cyclohexanecarboxylic acid ethyl ester C(C)OC(=O)C1CC(CCC1)=NNC(=O)OC(C)(C)C